tert-butyl N-[4-[2-(2-amino-3-pyridyl)-6-tert-butyl-benzimidazol-1-yl]phenyl]carbamate NC1=NC=CC=C1C1=NC2=C(N1C1=CC=C(C=C1)NC(OC(C)(C)C)=O)C=C(C=C2)C(C)(C)C